(E)-1-(3-methoxypropyl)-5-(2-nitrovinyl)-1H-pyrazole COCCCN1N=CC=C1\C=C\[N+](=O)[O-]